N1N=CN=C1S(=O)(=O)N1C[C@H](CC1)C(=O)N1CCN(CC1)C1=CC=NC2=CC=C(C=C12)F (S)-(1-((1H-1,2,4-triazol-5-yl)sulfonyl)pyrrolidin-3-yl)(4-(6-fluoroquinolin-4-yl)piperazin-1-yl)methanone